BrC1=CC=CC2=C(C=CC=C12)F 1-bromo-5-fluoro-naphthalene